4-(1-(3-amino-6-(2-hydroxyphenyl)pyridazin-4-yl)piperidin-3-yl)-3-cyanobenzoate NC=1N=NC(=CC1N1CC(CCC1)C1=C(C=C(C(=O)[O-])C=C1)C#N)C1=C(C=CC=C1)O